6-iodoimidazo[1,5-a]pyridine-1-carboxylate IC=1C=CC=2N(C1)C=NC2C(=O)[O-]